ethyl-selenoadenosine C(C)[C@@]1([C@H]([SeH])[C@H](O)[C@@H](CO)O1)N1C=NC=2C(N)=NC=NC12